N1CC(C1)NC=1C=CC(=C(C(=O)N[C@H](C)C2CCN(CC2)S(=O)(=O)CC)C1)C (R)-5-(Azetidin-3-ylamino)-N-(1-(1-(ethylsulfonyl)piperidin-4-yl)ethyl)-2-methylbenzamide